(S)-1-(2-(pyrrolidin-1-yl)ethyl)-3-(trifluoromethyl)-N-(1-(3-(2-(trifluoromethyl)pyridin-4-yl)-1,2,4-oxadiazol-5-yl)ethyl)-1H-pyrazole-5-carboxamide N1(CCCC1)CCN1N=C(C=C1C(=O)N[C@@H](C)C1=NC(=NO1)C1=CC(=NC=C1)C(F)(F)F)C(F)(F)F